Cl.Cl.C(C1=C(C(=O)OCC2=CC=C(C=C2)[C@H](C(=O)NC=2C=C3C=CN=CC3=CC2)CN)C=CC(=C1)C([2H])([2H])[2H])([2H])([2H])[2H] (S)-4-(3-amino-1-(isoquinolin-6-ylamino)-1-oxopropan-2-yl)benzyl 2,4-bis(methyl-d3)benzoate dihydrochloride